2-((1S,2R)-2-aminocyclopentyl)-3,5-dichloro-N-(thiophen-2-ylmethyl)thieno[3,2-b]pyridin-7-amine N[C@H]1[C@H](CCC1)C1=C(C2=NC(=CC(=C2S1)NCC=1SC=CC1)Cl)Cl